N-[4-(phenylsulfonyloxy)phenyl]-N'-[4-(p-methoxybenzenesulfonyloxy)phenyl]urea C1(=CC=CC=C1)S(=O)(=O)OC1=CC=C(C=C1)NC(=O)NC1=CC=C(C=C1)OS(=O)(=O)C1=CC=C(C=C1)OC